[C@H]12CC(C[C@@H]2C1)[C@H](C=1N=C2N(N=C(C=C2)CC2C(NC[C@@H](C2)C(F)(F)F)=O)C1)NC(OCC1=CC=CC=C1)=O benzyl ((1R)-((1R,3S,5S)-bicyclo[3.1.0]hexan-3-yl)(6-(((5R)-2-oxo-5-(trifluoromethyl)piperidin-3-yl)methyl)imidazo[1,2-b]pyridazin-2-yl)methyl)carbamate